FC1=C(C(=O)N2C3CC(CC2CC3)N3CC(C3)(N3N=CC(=C3)C=3C2=C(N=CN3)NC=C2)CC#N)C=CN=C1C(F)(F)F {1-{8-[3-fluoro-2-(trifluoromethyl)isonicotinoyl]-8-azabicyclo[3.2.1]oct-3-yl}-3-[4-(7H-pyrrolo[2,3-d]pyrimidin-4-yl)-1H-pyrazol-1-yl]azetidin-3-yl}acetonitrile